4-((1-(quinolin-6-yl)-1h-indol-4-yl)methyl)thiomorpholine N1=CC=CC2=CC(=CC=C12)N1C=CC2=C(C=CC=C12)CN1CCSCC1